2-(morpholin-4-yl)-8-(1H-pyrazol-5-yl)-4-(tetrahydrofuran-2-ylmethoxy)-1,7-naphthyridine N1(CCOCC1)C1=NC2=C(N=CC=C2C(=C1)OCC1OCCC1)C1=CC=NN1